n-butyl-3,4,9,10-perylenetetracarboxylic acid C(CCC)C1=CC(=C2C(=CC=C3C4=CC=C(C=5C(=CC=C(C1=C23)C45)C(=O)O)C(=O)O)C(=O)O)C(=O)O